7-fluoro-2-(4-(3-chloropropoxy)phenyl)-3-methoxy-1-methylquinolin-4(1H)-one FC1=CC=C2C(C(=C(N(C2=C1)C)C1=CC=C(C=C1)OCCCCl)OC)=O